COC1=CC2=C(SC(=C2C)C(=O)OC)C=C1OC Methyl 5,6-dimethoxy-3-methylbenzo[b]thiophene-2-carboxylate